2-[3-bromo-5-(1-bromoethyl)-1,2,4-triazol-1-yl]-5-fluoro-pyridine BrC1=NN(C(=N1)C(C)Br)C1=NC=C(C=C1)F